1,3-bis(cyclopropyloxycarbonyl)-2-methyl-2-thiopseudourea C1(CC1)OC(=O)NC(SC)=NC(=O)OC1CC1